trimethyl-aminomethyleneferrocene iodonium salt [IH2+].CC1=C([C-](C=C1)C)C.NC=[Fe+2].[CH-]1C=CC=C1